1,1-dimethoxy-2-isothiocyanatoethane COC(CN=C=S)OC